C(C)S(=O)(=O)NCC1C2CN(CC12)C[C@H]1CN(CC1)C1=NC=NC=C1OC1=C(C(=O)N(C(C)C)C(C)C)C=C(C=C1)F 2-((4-((3S)-3-((6-(ethanesulfonamidomethyl)-3-azabicyclo[3.1.0]hexan-3-yl)methyl)Pyrrolidin-1-yl)pyrimidin-5-yl)oxy)-5-fluoro-N,N-diisopropylbenzamide